N-(1-methylpiperidin-4-yl)-7-[3-(prop-2-enamido)phenyl]quinazoline-2-carboxamide CN1CCC(CC1)NC(=O)C1=NC2=CC(=CC=C2C=N1)C1=CC(=CC=C1)NC(C=C)=O